phosphocholine-d P(=O)([O-])(O)C(O[2H])C[N+](C)(C)C